6-(4-fluoro-1H-pyrazol-1-yl)nicotinonitrile FC=1C=NN(C1)C1=NC=C(C#N)C=C1